2-((3S)-8-((3S,5R)-4-acryloyl-3,5-dimethylpiperazin-1-yl)-3-methoxy-6-oxo-10-(trifluoromethyl)-3,4-dihydro-2H,6H-[1,4]thiazepino[2,3,4-ij]quinazolin-11-yl)-5-fluorobenzamide C(C=C)(=O)N1[C@H](CN(C[C@H]1C)C1=NC(N2C3=C(C(=C(C=C13)C(F)(F)F)C1=C(C(=O)N)C=C(C=C1)F)SC[C@H](C2)OC)=O)C